3-(tert-butyl)-8-phenyl-5,6-dihydro-[1,2,4]triazolo[4,3-a]pyrazin C(C)(C)(C)C1=NN=C2N1CCN=C2C2=CC=CC=C2